C1(=CC=C(C=C1)OCCCCC(C(=O)O)=C)C1=CC=CC=C1 4-([1,1'-biphenyl]-4-yloxy)butyl-acrylic acid